NC=1C=CC(=C2CN(C(C12)=O)CC(C#N)=C)C1=NN(C2=CC=CC=C12)C 2-{[7-amino-4-(1-methyl-1H-indazol-3-yl)-1-oxo-2,3-dihydro-1H-isoindol-2-yl]methyl}prop-2-enenitrile